C1(CC1)N(C1=C(C(=NC=2N1N=CN2)C)CC2=CC=C(C=C2)[SH2](=O)C=N)C [4-({7-[cyclopropyl(methyl)amino]-5-methyl-[1,2,4]triazolo[1,5-a]pyrimidin-6-yl}methyl)phenyl](imino)methyl-λ6-sulfanone